1-(6-(4-((2-fluoro-3-methylphenyl)amino)pyrido[3,2-d]pyrimidin-6-yl)-1,6-diazaspiro[3.3]heptan-1-yl)prop-2-en-1-one FC1=C(C=CC=C1C)NC=1C2=C(N=CN1)C=CC(=N2)N2CC1(CCN1C(C=C)=O)C2